C(C1=CC=CC=C1)=NN(C(C1=CC=CC=C1)=O)CC(C(C1=CC=CC=C1)=O)C1=CC(=C(C=C1)C)C benzylidene-N-(2-(3,4-dimethylphenyl)-3-oxo-3-phenylpropyl)benzohydrazide